N-(4b-hydroxy-7-isopropyl-10-oxo-4b,10-dihydro-9bH-indeno[1,2-b]benzofuran-9b-yl)-3,3-dimethyl-2-oxobutanamide OC12OC3=C(C1(C(C1=CC=CC=C12)=O)NC(C(C(C)(C)C)=O)=O)C=CC(=C3)C(C)C